2-phenyl-N-thiazol-2-yl-acetamide C1(=CC=CC=C1)CC(=O)NC=1SC=CN1